tert-Butyl (S)-3-((7-cyano-5-((1-methylcyclopropyl)amino)-2,6-naphthyridin-3-yl)amino)piperidine-1-carboxylate C(#N)C1=NC(=C2C=C(N=CC2=C1)N[C@@H]1CN(CCC1)C(=O)OC(C)(C)C)NC1(CC1)C